2-(4-(4-ethylpiperazin-1-yl)phenyl)-4-(4-(3-fluorophenoxy)benzyl)-5-methyloxazole C(C)N1CCN(CC1)C1=CC=C(C=C1)C=1OC(=C(N1)CC1=CC=C(C=C1)OC1=CC(=CC=C1)F)C